FC=1C=NC=C(C1)C1N=C(CC1)SC 3-fluoro-5-(5-(methylthio)-3,4-dihydro-2H-pyrrol-2-yl)pyridine